N-[3-fluoro-4-[(6-fluoro-7-methyl-1,5-naphthyridin-4-yl)oxy]phenyl]-5-(4-fluorophenyl)-4-hydroxy-6-methylpyridine-3-carboxamide FC=1C=C(C=CC1OC1=CC=NC2=CC(=C(N=C12)F)C)NC(=O)C=1C=NC(=C(C1O)C1=CC=C(C=C1)F)C